C(#N)C1=C(C(=NC=C1)C(=O)O)C(=C)C 4-cyano-3-(prop-1-en-2-yl)picolinic acid